(±)-3-((6-(5-((isobutoxycarbonyl)amino)-1-methyl-1H-1,2,3-triazol-4-yl)-2-methylpyridin-3-yl)oxy)cycloheptane-1-carboxylic acid C(C(C)C)OC(=O)NC1=C(N=NN1C)C1=CC=C(C(=N1)C)OC1CC(CCCC1)C(=O)O